(2S)-4-[[2,5-dimethyl-3-[[5-(2-oxo-4-piperidinyl)-1,3,4-oxadiazol-2-yl]amino]phenyl]methyl]-2-methyl-piperazine-1-carboxylic acid isopropyl ester C(C)(C)OC(=O)N1[C@H](CN(CC1)CC1=C(C(=CC(=C1)C)NC=1OC(=NN1)C1CC(NCC1)=O)C)C